O[C@@H]1C[C@H](NC1)C(=O)N1CCC(CC1)C=1C=C2C(=C(NC2=CC1)C1=CC=2N(C(=C1)C)C=CN2)C(C)C ((2s,4r)-4-hydroxypyrrolidin-2-yl)(4-(3-isopropyl-2-(5-methylimidazo[1,2-a]pyridin-7-yl)-1H-indol-5-yl)piperidin-1-yl)methanone